(Z)-N-(5-((4-(tert-butyl)benzyl)thio)-4H-1,2,4-triazol-3-yl)-5-((2-oxoindolin-3-ylidene)methyl)-1H-pyrrole-2-carboxamide C(C)(C)(C)C1=CC=C(CSC=2NC(=NN2)NC(=O)C=2NC(=CC2)\C=C\2/C(NC3=CC=CC=C23)=O)C=C1